5-[[6-(difluoromethyl)pyridine-2-carbonyl]amino]-2-tetrahydropyran-4-yl-pyrazolo[1,5-a]pyridine-6-carboxamide FC(C1=CC=CC(=N1)C(=O)NC1=CC=2N(C=C1C(=O)N)N=C(C2)C2CCOCC2)F